5-azidopentanol N(=[N+]=[N-])CCCCCO